(4-chloro-3-fluorophenyl)(2-(1-(6-(1-methyl-1H-pyrazol-4-yl)pyrrolo[2,1-f][1,2,4]triazin-4-yl)-1,2,3,6-tetrahydropyridin-4-yl)pyrimidin-5-yl)methanone ClC1=C(C=C(C=C1)C(=O)C=1C=NC(=NC1)C=1CCN(CC1)C1=NC=NN2C1=CC(=C2)C=2C=NN(C2)C)F